2-methyl-5-oxo-6-((tetrahydrofuran-2-yl)methyl)-5,6-dihydro-1,6-naphthyridine-3-carboxylic acid CC1=NC=2C=CN(C(C2C=C1C(=O)O)=O)CC1OCCC1